C(C1=CC=CC=C1)OCCCCCC(=O)N1C[C@@H]([C@@H]([C@H](C1)N1N=NC(=C1)COC1=CC=CC=C1)O)O 6-benzyloxy-1-[(3S,4R,5S)-3,4-dihydroxy-5-[4-(phenoxy-methyl)triazol-1-yl]-1-piperidyl]hexan-1-one